N-(3,4-dichlorophenyl)-4-(4-{4-[2-(dimethylamino)ethoxy]phenyl}-2-oxo-2,3-dihydro-1H-1,3-benzodiazol-1-yl)piperidine-1-carboxamide ClC=1C=C(C=CC1Cl)NC(=O)N1CCC(CC1)N1C(NC2=C1C=CC=C2C2=CC=C(C=C2)OCCN(C)C)=O